1-(4-(dibenzo[b,d]thiophen-4-yl)-2,5-dimethylphenyl)-1H-phenanthro[9,10-d]imidazole C1=CC=C(C=2SC3=C(C21)C=CC=C3)C3=CC(=C(C=C3C)N3C=NC2=C3C3=CC=CC=C3C=3C=CC=CC32)C